7-methyl-2,3,4,7,8a,9,10,11,12,13-decahydro-9,12-iminoazepino[1',2':4,5]pyrazino[2,3-c][1,7]naphthyridin-8(1H)-one CN1C(C2N(C3=C1C=NC=1CNCCC31)CC3CCC2N3)=O